(piperidin-1-yl)pyrazolo[1,5-a]pyridin-6-amine N1(CCCCC1)C1=NN2C(C=CC(=C2)N)=C1